FC1=NC(=CC(=C1)N1C(C2=C(N=C(N=C2)C=2N=CSC2)CC1)C)N1CC(CC1)OC 4-[6-[2-fluoro-6-(3-methoxypyrrolidin-1-yl)-4-pyridyl]-5-methyl-7,8-dihydro-5H-pyrido[4,3-d]pyrimidin-2-yl]thiazole